barium chlorite salt Cl(=O)[O-].[Ba+2].Cl(=O)[O-]